OC1=C(C=CC(=C1)OS(=O)(=O)CC1=CC=CC=C1)I hydroxy-p-toluenesulfonyloxyiodobenzene